6-[4-(diethylamino)-1-piperidinyl]-2-[(2R)-3-(3,4-dihydro-1H-isoquinolin-2-yl)-2-hydroxy-propyl]-4,4-dimethyl-3H-isoquinolin-1-one C(C)N(C1CCN(CC1)C=1C=C2C(CN(C(C2=CC1)=O)C[C@@H](CN1CC2=CC=CC=C2CC1)O)(C)C)CC